(1-Cyclopropylazetidin-3-yl)methylamine hydrochloride Cl.C1(CC1)N1CC(C1)CN